[Si](C)(C)(C(C)(C)C)OC[C@@H]1C[C@H](CN1C)CN(C([O-])=O)C.C(CCCCCCCCCCCCC)C=1[N+](CCN1)(CCO)CC(=O)O 2-myristyl-N-carboxymethyl-N-hydroxyethyl-imidazolinium (3R,5S)-5-(((tert-butyldimethylsilyl)oxy)methyl)-1-methylpyrrolidin-3-yl-dimethylcarbamate